isopropylidene(4-methylcyclopentadienyl)(3-t-butylindenyl)zirconium dichloride [Cl-].[Cl-].C(C)(C)=[Zr+2](C1C=C(C2=CC=CC=C12)C(C)(C)C)C1C=CC(=C1)C